tert-butyl (3aR,5r,6aS)-5-hydroxycyclopenta[c]pyrrole-2(1H)-carboxylate OC1=CC=2C(CN(C2)C(=O)OC(C)(C)C)=C1